C(CCCCCCCCCCCCCCC)C(C(=O)[O-])NCC(O)O cetyldihydroxyethylaminoacetate